(1-(5-(trifluoromethyl)pyrimidin-2-yl)piperidin-4-yl)acetamide FC(C=1C=NC(=NC1)N1CCC(CC1)CC(=O)N)(F)F